COCCOC1CCC(CC1)NC(C1=CC(=NC(=C1)C1=CN=CS1)C=1C=NN(C1)C)=O N-((1r,4r)-4-(2-methoxyethoxy)cyclohexyl)-2-(1-methyl-1H-pyrazol-4-yl)-6-(thiazol-5-yl)isonicotinamide